2-methoxy-4-(trifluoromethyl)benzoic acid COC1=C(C(=O)O)C=CC(=C1)C(F)(F)F